C1(=CC=CC=C1)N=NC1=CC=C(C#N)C=C1 4-(phenylazo)benzonitrile